NC1=NC=CC(=N1)C1=C(N=CN1C1CCNCC1)C1=CC=C(C=C1)F 5-(2-amino-4-pyrimidinyl)-4-(4-fluorophenyl)-1-(4-piperidyl)imidazole